C1(=CC=CC=C1)NC(=S)N1CCNCC1 N-phenylpiperazine-1-carbothioamide